5-((4-Chloro-1-methyl-1H-pyrazol-5-yl)methoxy)-2-methylbenzofuran-3-carboxylic acid ClC=1C=NN(C1COC=1C=CC2=C(C(=C(O2)C)C(=O)O)C1)C